monomethyl maleate calcium [Ca+].C(\C=C/C(=O)[O-])(=O)OC